3-methoxy-6-(2-methylbut-3-en-2-yl)-4-[3-oxo-3-(4-hydroxyphenyl)prop-1-enyl]phenolate COC=1C=C(C(=CC1C=CC(C1=CC=C(C=C1)O)=O)C(C)(C=C)C)[O-]